bis(3-aminophenyl)-N,N'-dimethylbiphenyl-4,4'-diamine NC=1C=C(C=CC1)C=1C(=C(C=CC1NC)C1=CC=C(C=C1)NC)C1=CC(=CC=C1)N